C(C)(C)(C)OC(=O)N1[C@@H](COCC1)CCC(C(C)C)=O (3R)-3-(4-methyl-3-oxopentyl)morpholine-4-carboxylic acid tert-butyl ester